FC(CN1C(=NC=2C1=NC(=CC2)C=2C=CN1N=C(N=CC12)N[C@H]1[C@@H](CNCC1)F)C)F 5-(3-(2,2-difluoroethyl)-2-methyl-3H-imidazo[4,5-b]pyridin-5-yl)-N-((3R,4R)-3-fluoropiperidin-4-yl)pyrrolo[2,1-f][1,2,4]triazin-2-amine